C1(=CC=CC=C1)C=1C(=C(C2=C([Se]C3=C2C=CC=C3)C1)C1=C(C(=C(C=C1)C1=CC=CC=C1)C1=CC=CC=C1)C1=NN=NC=C1)C1=CC=CC=C1 Di(phenyl)[di(phenyl)triazinylphenyl]dibenzoselenophene